N-{4-[(dimethylamino)methyl]benzene-sulfonyl}-2-[4-(6-hydroxynaphthalen-2-yl)-2,6-bis(propan-2-yl)phenyl]acetamide CN(C)CC1=CC=C(C=C1)S(=O)(=O)NC(CC1=C(C=C(C=C1C(C)C)C1=CC2=CC=C(C=C2C=C1)O)C(C)C)=O